NC=1C(=NC(=C(N1)C=1OC=CN1)C1=CN(C(C=C1)=O)C)C(=O)NCC1=NC=CC=C1OC(F)F 3-amino-N-((3-(difluoromethoxy)pyridin-2-yl)methyl)-6-(1-methyl-6-oxo-1,6-dihydropyridin-3-yl)-5-(oxazol-2-yl)pyrazine-2-carboxamide